(1-(3-(4-fluorobenzamido)phenyl)-1H-1,2,3-triazol-4-yl)isonicotinic acid FC1=CC=C(C(=O)NC=2C=C(C=CC2)N2N=NC(=C2)C2=C(C(=O)O)C=CN=C2)C=C1